2-(4-(methylsulfonyl)phenyl)-6-(phenylsulfonyl)-1-(pyrrolidin-3-yl)-1,2,3,6-tetrahydroimidazo[4,5-d]Pyrrolo[2,3-b]Pyridine CS(=O)(=O)C1=CC=C(C=C1)C1NC=2C(=C3C(=NC2)N(C=C3)S(=O)(=O)C3=CC=CC=C3)N1C1CNCC1